5-(benzyloxy)-4-methoxybenzaldehyde C(C1=CC=CC=C1)OC=1C(=CC=C(C=O)C1)OC